4-Fluoro-2-methoxy-1-(2,2,2-trifluoro-1-methoxyethyl)benzene FC1=CC(=C(C=C1)C(C(F)(F)F)OC)OC